[Si](C)(C)(C(C)(C)C)OC/C(=C(/C(=O)OCC)\C)/C ethyl (E)-4-((tert-butyldimethylsilyl) oxy)-2,3-dimethylbut-2-enoate